diglycolic acid potassium [K].C(COCC(=O)O)(=O)O